O=C1CCC=2C(=CC=NC2N1)C1=CC=C(CNS(=O)(=O)NC(OC(C)(C)C)=O)C=C1 tert-butyl (N-(4-(7-oxo-5,6,7,8-tetrahydro-1,8-naphthyridin-4-yl)benzyl)sulfamoyl)carbamate